C1(CCCC1)C1=NN(C=C1)C(C)C1=NC(=NO1)C1CN(CC12CN(C2)C(=O)[C@@H]2C(C2)(C)C)C(=O)OCC=C allyl 8-(5-(1-(3-cyclopentyl-1H-pyrazol-1-yl)ethyl)-1,2,4-oxadiazol-3-yl)-2-((S)-2,2-dimethylcyclopropane-1-carbonyl)-2,6-diazaspiro[3.4]octane-6-carboxylate